ClCC1=C(C=CC(=C1)OC1CC1)F 2-(chloromethyl)-4-cyclopropoxy-1-fluorobenzene